BrC1=C(CNC(OC(C)(C)C)=O)C(=CC=C1OC1=CC(=CC(=C1)F)Cl)S(=O)(=O)C(F)F tert-Butyl (2-bromo-3-(3-chloro-5-fluorophenoxy)-6-((difluoromethyl)sulfonyl)benzyl)carbamate